Cl.Cl.N1(C=NC=C1)C=1C=C(C(=O)NC2(CCNCC2)C)C=CC1 3-(1H-imidazol-1-yl)-N-(4-methylpiperidin-4-yl)benzamide dihydrochloride